dimethyl-bis(3-methyl-1-butynoxy)silane C[Si](OC#CC(C)C)(OC#CC(C)C)C